1-hydroxytryptophan ON1C=C(C[C@H](N)C(=O)O)C2=CC=CC=C12